tert-butyl 2-bromo-3-(6-(6-(4-(tert-butoxycarbonyl)piperazin-1-yl)pyridin-3-yl)benzo[d]thiazol-2-yl)-4,7-dihydrothieno[2,3-c]pyridine-6(5H)carboxylate BrC1=C(C2=C(CN(CC2)C(=O)OC(C)(C)C)S1)C=1SC2=C(N1)C=CC(=C2)C=2C=NC(=CC2)N2CCN(CC2)C(=O)OC(C)(C)C